1-((1-(butoxy)-2-butaneyl)oxy)-2-butanol C(CCC)OCC(CC)OCC(CC)O